Ethyl (Z)-2-(4-(cyclohexylmethyl)-2-((4-methylcyclohexyl)imino)-5-oxo-2,5-dihydrofuran-3-yl)acetate C1(CCCCC1)CC1=C(/C(/OC1=O)=N/C1CCC(CC1)C)CC(=O)OCC